[2-(ethylamino)-7-oxo-4-(prop-2-yl)-6H,7H-thieno[2,3-d]pyridazin-6-yl]-N-(pyrimidin-2-yl)cyclopropane-1-carboxamide C(C)NC1=CC2=C(C(N(N=C2C(C)C)C2(CC2)C(=O)NC2=NC=CC=N2)=O)S1